FC(CC)(F)C1=CC(=NC(=N1)S(=O)(=O)C)C=1C=CC(N(C1)CC1=CC(=C(C=C1)OC)OC)=O 5-(6-(1,1-difluoropropyl)-2-(methylsulfonyl)pyrimidin-4-yl)-1-(3,4-dimethoxybenzyl)pyridin-2(1H)-one